C(C)[C@H]1OCC1 (R)-2-ethyloxetane